5-((1S,2R)-1-(6-chloro-4-((S)-1-methylpyrrolidin-3-yl)-1,1-dioxido-3,4-dihydro-2H-benzo[e][1,2,4]thiadiazin-2-yl)-2-(6-fluoro-2,3-dimethylphenyl)propyl)-1,3,4-oxadiazol-2(3H)-one ClC=1C=CC2=C(N(CN(S2(=O)=O)[C@@H]([C@H](C)C2=C(C(=CC=C2F)C)C)C2=NNC(O2)=O)[C@@H]2CN(CC2)C)C1